N-[1-[1-[2-[1-(2,3-dichlorophenyl)-4-piperidyl]ethyl]-4,5,6,7-tetrahydroindazole-3-carbonyl]-4-piperidyl]acetamide ClC1=C(C=CC=C1Cl)N1CCC(CC1)CCN1N=C(C=2CCCCC12)C(=O)N1CCC(CC1)NC(C)=O